ClC1=CC=CC=2N=C(SC21)N(CCC2=C(C=C(C=C2)OC)F)CC2=CC=C(C=C2)C#CC(=O)O 3-(4-(((7-chlorobenzo[d]thiazol-2-yl)(2-fluoro-4-methoxyphenethyl)-amino)methyl)phenyl)propiolic acid